Br.NC1=C(C=O)C=C(C=C1)Cl 2-AMINO-5-CHLOROBENZALDEHYDE HYDROBROMIDE